N-(4-((1R,4R)-2,5-diazabicyclo[2.2.1]heptan-2-yl)-7-fluoro-1-methyl-1H-indazol-5-yl)-1-(2-fluoro-6-methoxyphenyl)-2-oxo-1,2-dihydropyridine-3-carboxamide [C@H]12N(C[C@H](NC1)C2)C2=C1C=NN(C1=C(C=C2NC(=O)C=2C(N(C=CC2)C2=C(C=CC=C2OC)F)=O)F)C